BrC=1C=CC=2C3(C4=CC=C(C=C4C2C1)Br)C1=CC=CC=C1C=1C=CC=CC13 3,6-dibromo-9,9'-spirobifluorene